N-[3-chloro-4-[4-[(3R)-3-(hydroxymethyl)piperazine-1-carbonyl]piperidine-1-carbonyl]phenyl]-5-(2,3-difluoro-4-methoxy-phenyl)-1-methyl-imidazole-2-carboxamide ClC=1C=C(C=CC1C(=O)N1CCC(CC1)C(=O)N1C[C@@H](NCC1)CO)NC(=O)C=1N(C(=CN1)C1=C(C(=C(C=C1)OC)F)F)C